2-((tert-butoxycarbonylamino)methyl)-7-(trifluoromethyl)benzofuran C(C)(C)(C)OC(=O)NCC=1OC2=C(C1)C=CC=C2C(F)(F)F